1-chloroisoquinolin-6-ol ClC1=NC=CC2=CC(=CC=C12)O